tert-butyl 4-[2-(4-bromopyrazol-1-yl)ethyl]piperidine-1-carboxylate BrC=1C=NN(C1)CCC1CCN(CC1)C(=O)OC(C)(C)C